4-ethyl-1-methyl-3,5,8-trioxabicyclo[2.2.2]octane C(C)C12OCC(CO1)(CO2)C